heneicosyl palmitoleate C(CCCCCCC\C=C/CCCCCC)(=O)OCCCCCCCCCCCCCCCCCCCCC